1,2-dithienylacetylene S1C(=CC=C1)C#CC=1SC=CC1